bis(perfluoroethanesulfonyl)(trifluoromethanesulfonyl)carbon FC(C(F)(F)F)(S(=O)(=O)[C](S(=O)(=O)C(F)(F)F)S(=O)(=O)C(C(F)(F)F)(F)F)F